benzamide tetrafluoroborate F[B-](F)(F)F.C(C1=CC=CC=C1)(=O)N